(5S)-5-(Methoxymethyl)-1-(2-{[4-(4-methylpiperazin-1-yl)phenyl]amino}-5-[2-(triisopropylsilyl)ethynyl]pyrido[2,3-d]pyrimidin-7-yl)imidazolidin-2-one COC[C@@H]1CNC(N1C=1C=C(C2=C(N=C(N=C2)NC2=CC=C(C=C2)N2CCN(CC2)C)N1)C#C[Si](C(C)C)(C(C)C)C(C)C)=O